(S)-4-(3-(4-chloro-3-(trifluoromethyl)phenethyl)-3-(dimethylamino)piperidin-1-yl)-N-(2,4-dimethoxybenzyl)-2-fluoro-N-(pyrimidin-4-yl)benzenesulfonamide ClC1=C(C=C(CC[C@]2(CN(CCC2)C2=CC(=C(C=C2)S(=O)(=O)N(C2=NC=NC=C2)CC2=C(C=C(C=C2)OC)OC)F)N(C)C)C=C1)C(F)(F)F